8-amino-2-(imidazol-1-yl)-N-[(trans)-4-methoxycyclohexyl]quinazoline-4-carboxamide NC=1C=CC=C2C(=NC(=NC12)N1C=NC=C1)C(=O)N[C@@H]1CC[C@H](CC1)OC